C(#N)C(CCC(=O)O)(C)SC(=O)SCCCCCCCCCCCC 4-Cyano-4-[(dodecylthio-carbonyl)thio]pentanoic acid